(4-((4-chloro-3-fluorobenzyl)oxy)phenyl)-5-fluoro-6-(1H-tetrazol-5-yl)benzofuran-3-carboxamide ClC1=C(C=C(COC2=CC=C(C=C2)C=2OC3=C(C2C(=O)N)C=C(C(=C3)C3=NN=NN3)F)C=C1)F